C1(CC1)COC=1C=CC(=NC1)NC([C@H](C)N1C[C@@H](CCC1)C1=CNC(C=C1)=O)=O (S)-N-(5-(cyclopropyl-methoxy)pyridin-2-yl)-2-((S)-3-(6-oxo-1,6-dihydropyridin-3-yl)piperidin-1-yl)propanamide